9,9'-(5',6'-di(9H-carbazol-9-yl)-[3,4'-bipyridine]-2',3'-diyl)bis(3,6-dimethyl-9H-carbazole) C1=CC=CC=2C3=CC=CC=C3N(C12)C=1C(=C(C(=NC1N1C2=CC=CC=C2C=2C=CC=CC12)N1C2=CC=C(C=C2C=2C=C(C=CC12)C)C)N1C2=CC=C(C=C2C=2C=C(C=CC12)C)C)C=1C=NC=CC1